C(C)SC=1C=C(C=CC1C1=NC2=C(N=NC(=C2)C(F)(F)F)N1C)C(C#N)C 2-[3-ethylsulfanyl-4-[7-methyl-3-(trifluoromethyl)imidazo[4,5-c]pyridazin-6-yl]phenyl]propanenitrile